dimethyl-3,3'-Dithiodipropionamidate CC(C(=O)N)(CSSCCC(=O)N)C